ClC=1C(=NC(=NC1)NC=1C=NN(C1)C)C1=CC=C(C(=O)N[C@@H](C)C#N)C=C1 (S)-4-(5-chloro-2-((1-methyl-1H-pyrazol-4-yl)amino)pyrimidin-4-yl)-N-(1-cyanoethyl)benzamide